C1(CC1)[C@H](C1=CC=2N(N=C1)C=C(N2)[C@@H](NC(=O)C2=CC=NN2C(C)C)C2CCC(CC2)(F)F)NC(CC(C)(C)O)=O |o1:3| N-((S)-(7-((R*)-Cyclopropyl(3-hydroxy-3-methylbutanamido)methyl)imidazo[1,2-b]pyridazin-2-yl)(4,4-difluorocyclohexyl)methyl)-1-isopropyl-1H-pyrazole-5-carboxamide